N1(CCC1)C1=NC(=NC=C1)NCCCC1=CC=CC=C1 4-(Azetidin-1-yl)-N-(3-phenylpropyl)pyrimidin-2-amine